B([O-])([O-])[O-].[Li+].C(C(=O)O)(=O)O.C(C(=O)O)(=O)O.[Li+].[Li+] (bisoxalic acid) lithium borate